6,6-bis(((Z)-oct-5-en-1-yl)oxy)hexanoic acid 4-bromobutyl ester BrCCCCOC(CCCCC(OCCCC\C=C/CC)OCCCC\C=C/CC)=O